[Si](C)(C)(C(C)(C)C)O[C@@H]1C[C@H](N(C1)C([C@H](C(C)(C)C)NC(=O)OC(C)(C)C)=O)C=1NC=C(N1)C(=O)OC methyl 2-[(2S,4R)-4-[tert-butyl (dimethyl)silyl]oxy-1-[(2S)-3,3-dimethyl-2-[(2-methylpropan-2-yl)oxycarbonylamino]butanoyl]pyrrolidin-2-yl]-1H-imidazole-4-carboxylate